C(C1=CC=CC=C1)OC1=C(C(=C2C=CC(=CC2=C1)NC(CC1CCN(CC1)C1=CC2=C(N(C(N2C)=O)C2C(NC(CC2)=O)=O)C=C1)=O)F)N1S(NC(C1)=O)(=O)=O N-[7-benzyloxy-5-fluoro-6-(1,1,4-trioxo-1,2,5-thiadiazolidin-2-yl)-2-naphthyl]-2-[1-[1-(2,6-dioxo-3-piperidyl)-3-methyl-2-oxo-benzimidazol-5-yl]-4-piperidyl]acetamide